5-bromo-4-chloro-3-indolyl phosphate p-toluamide salt C1(=CC=C(C=C1)C(=O)N)C.P(=O)(OC1=CNC2=CC=C(C(=C12)Cl)Br)(O)O